CC1=C(C=CC=C1)NCCNC1=C(C=CC=C1)C 1,2-Bis[(2-methyl-phenyl)amino]ethan